C1=CC=CC=2C3=CC=CC=C3N(C12)C1=CC=C(C=C1)C1=CC=C(C=C1)N1C2=CC=CC=C2C=2C=CC=CC12 4,4'-bis-(Carbazol-9-yl)biphenyl